(R)-6-chloro-3-((1-(2-(4-(5-cyano-3-fluoropyridin-2-yl)piperazin-1-yl)-3,6-dimethyl-4-oxo-3,4-dihydroquinazolin-8-yl)ethyl)amino)-N-(methylsulfonyl)picolinamide ClC1=CC=C(C(=N1)C(=O)NS(=O)(=O)C)N[C@H](C)C=1C=C(C=C2C(N(C(=NC12)N1CCN(CC1)C1=NC=C(C=C1F)C#N)C)=O)C